but-2-enamine C(C=CC)N